N-[(4-cyclopropyl-3-fluorophenyl)(phenyl)methyl]-4-fluoro-1-[2-(1H-1,2,3,4-tetrazol-5-yl)acetyl]pyrrolidine-2-carboxamide C1(CC1)C1=C(C=C(C=C1)C(NC(=O)C1N(CC(C1)F)C(CC1=NN=NN1)=O)C1=CC=CC=C1)F